N-((1-(4-(trifluoromethyl)phenyl)-1H-indazol-3-yl)methyl)methanesulfonamide FC(C1=CC=C(C=C1)N1N=C(C2=CC=CC=C12)CNS(=O)(=O)C)(F)F